COC=1C=C(C=CC1OC)[C@H]1OCC([C@@H]1CO)=C ((2S,3R)-2-(3,4-dimethoxyphenyl)-4-methylenetetrahydrofuran-3-yl)methanol